tert-Butyl 2-(6,8-dioxo-2,7-diazaspiro[4.6]undecan-2-yl)-1,3-thiazole-5-carboxylate O=C1C2(CCN(C2)C=2SC(=CN2)C(=O)OC(C)(C)C)CCCC(N1)=O